1-benzyl 2-methyl (2R,3R)-3-methoxypyrrolidine-1,2-dicarboxylate CO[C@H]1[C@@H](N(CC1)C(=O)OCC1=CC=CC=C1)C(=O)OC